C[C@@]1(CNC[C@H]1C)O (cis)-3,4-dimethylpyrrolidin-3-ol